N-(4-(benzyloxy)phenyl)-3-(4,4,5,5-tetramethyl-1,3,2-dioxaborolan-2-yl)benzamide C(C1=CC=CC=C1)OC1=CC=C(C=C1)NC(C1=CC(=CC=C1)B1OC(C(O1)(C)C)(C)C)=O